F.[NH4+] Ammonium Fluorohydride